[N+](=O)([O-])C1=C(C=CC=C1)C1=NNC=2CN(CCC21)C(=O)OC(C)(C)C tert-butyl 3-(2-nitrophenyl)-1,4,5,7-tetrahydro-6H-pyrazolo[3,4-c]pyridine-6-carboxylate